tert-butyl (5-(3-bromo-5-chloro-2-(hydroxymethyl)phenoxy)-1-methoxypentan-2-yl)carbamate BrC=1C(=C(OCCCC(COC)NC(OC(C)(C)C)=O)C=C(C1)Cl)CO